6-methyl-2-ethoxy-2H-chromene CC=1C=C2C=CC(OC2=CC1)OCC